2-bromopyridine-3-carboxaldehyde BrC1=NC=CC=C1C=O